IC1=CN(C2=C1C(=NC=C2)N2CCOCC2)COCC[Si](C)(C)C 4-(3-iodo-1-((2-(trimethylsilyl)ethoxy)methyl)-1H-pyrrolo[3,2-c]pyridin-4-yl)morpholine